C1(CCCC1)N1C=C(N=C2C(NC(N=C12)(N)NC1CCN(CC1)S(=O)(=O)C1CC1)=O)NC 8-cyclopentyl-2-((1-(cyclopropylsulfonyl)piperidin-4-yl)amino)-6-(methylamino)pterin